C(C)C(CN1C=C(C(C=C1)=O)OCC1=CC=C(C=C1)O)CCCC N-(2-ethylhexyl)-3-(4-hydroxybenzyloxy)-pyridin-4-one